ClC1=C(C(=CC=C1)C=1CCN(CC1)C(CF)C)NC(=O)N1CCC(CC1)(C)C1=NOC(=C1)C1CC1 N-{2-chloro-6-[1-(1-fluoropropan-2-yl)-1,2,3,6-tetrahydropyridin-4-yl]phenyl}-4-(5-cyclopropyl-1,2-oxazol-3-yl)-4-methylpiperidine-1-carboxamide